CC1=NC=CC(=C1)C=1C=C(SC1)CC(=O)NC1=NC=C(C=C1)C1=NC=CN=C1 2-[4-(2-methyl-4-pyridyl)-2-thienyl]-N-(5-pyrazin-2-yl-2-pyridyl)acetamide